(1,3,5,7-Tetraoxo-5,7-dihydropyrrolo[3,4-f]isoindole-2,6(1H,3H)-diyl)bis(propane-3,1-diyl) dinitrate [N+](=O)(OCCCN1C(C2=CC=3C(N(C(C3C=C2C1=O)=O)CCCO[N+](=O)[O-])=O)=O)[O-]